FC1(CC2(C1)CC(N(CC2)CC2=C1C=CN(C1=C(C=C2OC)C)C(=O)OC(C)(C)C)C=2C=NC(=CC2)C(=O)OC)F tert-butyl 4-((2,2-difluoro-6-(6-(methoxycarbonyl)pyridin-3-yl)-7-azaspiro[3.5]nonan-7-yl)methyl)-5-methoxy-7-methyl-1H-indole-1-carboxylate